Cl.C(C)C1=NC2=CC=CC=C2C=C1NC1CCNCC1 Ethyl-N-(piperidin-4-yl)quinolin-3-amine hydrochloride